5-amino-2,6-dichloropyrimidine-4-carboxylic acid methyl ester COC(=O)C1=NC(=NC(=C1N)Cl)Cl